C(C1=CC=CC=C1)OC(=O)C1=NN(C=C1C1=CC=CC=C1)C(=C)C1=CC=CC=C1 4-phenyl-1-(1-phenylvinyl)pyrazole-3-carboxylic acid benzyl ester